(R)-Methyl 2-(4-chloro-3-((5-(((S)-1-(3-isopropylphenyl)ethyl)carbamoyl)-2,3-dimethyl-1H-indol-1-yl)methyl)phenoxy)butanoate ClC1=C(C=C(O[C@@H](C(=O)OC)CC)C=C1)CN1C(=C(C2=CC(=CC=C12)C(N[C@@H](C)C1=CC(=CC=C1)C(C)C)=O)C)C